(2R,4R)-4-((4-acetyl-6-((5-methyl-1H-pyrazol-3-yl)amino)pyridin-2-yl)methyl)-1-(3-chloro-2-fluorobenzyl)-2-methylpiperidine-4-carboxylic acid C(C)(=O)C1=CC(=NC(=C1)NC1=NNC(=C1)C)C[C@@]1(C[C@H](N(CC1)CC1=C(C(=CC=C1)Cl)F)C)C(=O)O